C(C1=CC=CC=C1)N1CCN(CCN(CCC1)CC=1C(=C(C(=O)NCC(C(C(C(CO)O)O)O)O)C=C(C1)C)O)CC1=C(C(=CC(=C1)C)C(NCC(C(C(C(CO)O)O)O)O)=O)O 3-{[7-benzyl-4-({2-hydroxy-5-methyl-3-[(2,3,4,5,6-pentahydroxyhexyl)carbamoyl]phenyl}methyl)-1,4,7-triazecan-1-yl]methyl}-2-hydroxy-5-methyl-N-(2,3,4,5,6-pentahydroxyhexyl)benzamide